3-(6-aminoindol-1-yl)-N-methyl-propanamide NC1=CC=C2C=CN(C2=C1)CCC(=O)NC